nickel-iron dihydroxy oxide OOO.[Fe].[Ni]